C(C1=CC=CC=C1)OC1=NC(=CC=C1C1=NC(=C(C=C1)N1CCC(CC1)N1C(CN(CC1)C(=O)OC(C)(C)C)=O)C)OCC1=CC=CC=C1 tert-butyl 4-(1-(2',6'-bis(benzyloxy)-6-methyl-[2,3'-bipyridin]-5-yl) piperidin-4-yl)-3-oxopiperazine-1-carboxylate